FC1=CC=C(C=C1)N1N=C(N=C1C1=CC=C(C=C1)C(C)C)CN1CCC2(OCCC3=C2SC=C3)CC1 1-((1-(4-fluorophenyl)-5-(4-isopropylphenyl)-1H-1,2,4-triazol-3-yl)methyl)-4',5'-dihydrospiro[piperidine-4,7'-thieno[2,3-c]pyran]